C(C=CCCCCC)(=O)N octenamide